OCCCCCCCCCCCC(=O)OC 12-hydroxy-1-dodecanoic acid, methyl ester